4-cyclobutyl-2-((((2-methoxyethyl)thio)methyl)thio)-6-(pyrido[2,3-b]pyrazin-7-yl)nicotinonitrile C1(CCC1)C1=CC(=NC(=C1C#N)SCSCCOC)C1=CC=2C(=NC=CN2)N=C1